O(S(=O)(=O)C(F)(F)F)C=1N=C(C2=CN=C(C=C2C1)NC(=O)C1CC1)NC 6-(cyclopropanecarboxamido)-1-(methylamino)-2,7-naphthyridin-3-yl triflate